ClC=1C=CC(=NC1[Sn](C)(C)C)N1C[C@@H](N([C@@H](C1)C)C(=O)OCCCC)C butyl (2S,6R)-4-(5-chloro-6-trimethylstannyl-2-pyridyl)-2,6-dimethyl-piperazine-1-carboxylate